C1(CCC1)N(C(=O)NC(C(=O)O)CCN(CCCCC1=NC=2NCCCC2C=C1)CCOCC)C1CCC1 2-[di(cyclobutyl)carbamoylamino]-4-[2-ethoxyethyl-[4-(5,6,7,8-tetrahydro-1,8-naphthyridin-2-yl)butyl]amino]butanoic acid